2-acetylazetidine-1-carboxylate C(C)(=O)C1N(CC1)C(=O)[O-]